Cl.O=C1NC(CCC1N1C(C2=CC=C(C=C2C1=O)N1CCC2(CC1)CCNCC2)=O)=O 2-(2,6-dioxopiperidin-3-yl)-5-(3,9-diazaspiro[5.5]undecan-3-yl)isoindoline-1,3-dione hydrochloride